tri-phosphorus tin [Sn].[P].[P].[P]